tert-butyl 4-(3-amino-5-chlorophenyl)piperazine-1-carboxylate NC=1C=C(C=C(C1)Cl)N1CCN(CC1)C(=O)OC(C)(C)C